ClC=1C(=NC(=CC1)C1=CC(=CC=2OC(OC21)(F)F)C(=O)OC)C(=O)OC Methyl 3-chloro-6-(2,2-difluoro-6-(methoxycarbonyl) benzo[d][1,3]dioxol-4-yl)picolinate